2-((dimethylamino)methyl)-7-(1H-pyrazol-5-yl)pyrrolo[1,2-a]quinoxalin-4-amine CN(C)CC=1C=C2N(C3=CC=C(C=C3N=C2N)C2=CC=NN2)C1